CCCCC(CCCC)C1=C(C(=NC=C1)C2=CC=CC=N2)C(CCCC)CCCC di(5-nonyl)-2,2'-bipyridine